tert-butyl 4-(1-((2-methyl-7-(trifluoromethyl)imidazo[1,2-a]pyridin-6-yl)carbamoyl)-2,3-dihydro-1H-pyrrolo[2,3-b]pyridin-4-yl)piperazine-1-carboxylate CC=1N=C2N(C=C(C(=C2)C(F)(F)F)NC(=O)N2CCC=3C2=NC=CC3N3CCN(CC3)C(=O)OC(C)(C)C)C1